C1OCCC12CCNCC2 2-oxa-8-azaspiro[4.5]decan